BrCCCCN1C=2C=CC=CC2C2(C3=CC=CC=C3C(C=3C=CC=CC23)=O)C2=CC=CC=C12 10-(4-Bromobutyl)-10H,10'H-spiro[acridine-9,9'-anthracene]-10'-one